9-(4-chloro-2-fluoro-phenyl)-2,3-dimethyl-7-[(2R,4S)-2-[2-(trifluoromethyl)-4-pyridyl]tetrahydropyran-4-yl]pyrazino[1,2-a]pyrimidin-4-one ClC1=CC(=C(C=C1)C1=NC(=CN2C1=NC(=C(C2=O)C)C)[C@@H]2C[C@@H](OCC2)C2=CC(=NC=C2)C(F)(F)F)F